5-(2,3-dimethylphenyl)-3-(6-fluoropyridin-3-yl)-6-methoxy-1-(4-methoxybenzyl)-1H-pyrazolo[4,3-b]pyridine CC1=C(C=CC=C1C)C1=C(C=C2C(=N1)C(=NN2CC2=CC=C(C=C2)OC)C=2C=NC(=CC2)F)OC